C(C)C(COC(CCS)=O)(COC(CCSCCC(NC1C(SCC1)=O)=O)=O)COC(CCS)=O 3-mercaptopropionic acid-2-ethyl-5,11-dioxo-11-[(2-oxotetrahydrothiophene-3-yl) amino]-2-{[(3-mercaptopropionyl) oxy] methyl}-4-oxa-8-thiaundecan-1-yl ester